hex-5-ynoyl chloride C(CCCC#C)(=O)Cl